NCC1=CC=C(C=N1)NC(OC(C)(C)C)=O tert-butyl (6-(aminomethyl)pyridin-3-yl)carbamate